2,3-Dichloro-5-fluoroquinoxaline ClC1=NC2=CC=CC(=C2N=C1Cl)F